6-[5-[1-[[2-methyl-6,8-bis(trifluoromethyl)quinazolin-4-yl]amino]ethyl]-1,2,4-triazol-1-yl]pyridine-3-carbonitrile CC1=NC2=C(C=C(C=C2C(=N1)NC(C)C1=NC=NN1C1=CC=C(C=N1)C#N)C(F)(F)F)C(F)(F)F